O\N=C\C1([C@H]2CN(C[C@@H]12)C(=O)OC(C)(C)C)C tert-butyl (1R,5S,6r)-6-[(E)-(hydroxyimino) methyl]-6-methyl-3-azabicyclo[3.1.0]hexane-3-carboxylate